[Sn].C(C1CO1)C1(C(C(CCC1)(CN)CN)(CC1CO1)CC1CO1)CC1CO1 tetraglycidylbis(aminomethyl)cyclohexane tin